C1(=CC=CC=2CCCCC12)C1=CC=CC=2CCCCC12 5,5',6,6',7,7',8,8'-octahydro[1,1'-binaphthalen]